NC=1C=C(C=C2C=C(N=CC12)NC(=O)[C@H]1[C@@H](C1)C#N)C1=C2C(=NC=C1)N(C=C2)C trans-N-[8-amino-6-(1-methylpyrrolo[2,3-b]pyridin-4-yl)-3-isoquinolyl]-2-cyano-cyclopropane-1-carboxamide